COCC=1C=C2C=C(NC2=C(C1)NC1CCN(CC1)C)C1=CC=CC=C1 5-(methoxymethyl)-N-(1-methyl-4-piperidyl)-2-phenyl-1H-indol-7-amine